CN([C@H]1CN(CC1)C=1C=CC=NC1)C 5-[(3R)-3-(dimethylamino)pyrrolidin-1-yl]pyridine